C(#N)CNC(C1=CC=C(C=C1)C1=NC2=CC=C3C(=C2C(=C1)C)C=NN3)=O N-(cyanomethyl)-4-(9-methyl-3H-pyrazolo[4,3-f]quinolin-7-yl)benzamide